BrC=1C=C(C=C2C=C(C(=NC12)N1CCC(CC1)(F)F)C)F 8-bromo-2-(4,4-difluoro-1-piperidyl)-6-fluoro-3-methyl-quinoline